ClC1=C(C=CC=C1C1=C2CCC(C2=CC=C1)OC1=C(C(=C(C=C1Cl)C=O)OC)F)C1N(CCC2=C1N=C(N2C)C(=O)N)C (2-chloro-3-(1-(6-chloro-2-fluoro-4-formyl-3-methoxyphenoxy)-2,3-dihydro-1H-inden-4-yl)phenyl)-1,5-dimethyl-4,5,6,7-tetrahydro-1H-imidazo[4,5-c]pyridine-2-carboxamide